C(C)(C)(C)SC=1C=C(C(=O)O)C=C(C1)F 3-(tert-butylthio)-5-fluorobenzoic acid